oxalic acid monooleyl ester C(CCCCCCC\C=C/CCCCCCCC)OC(C(=O)O)=O